COC1=CC=C(C=C1)C(=O)C1=CC=C(C=C1)C(F)(F)F (4-methoxyphenyl)[4-(trifluoromethyl)phenyl]methanone